Cl.Cl.C1(CC1)[C@H]1CN(CCN1)C1=CC=C(N=N1)C1=NC=C(C=C1O)N1N=CC=N1 2-{6-[(3S)-3-cyclopropylpiperazin-1-yl]pyridazin-3-yl}-5-(2H-1,2,3-triazol-2-yl)pyridin-3-ol dihydrochloride